F[B-](F)(F)F.N1N=CC=CC=C1 diazepine tetrafluoroborate